COC1=CC=C(C=C1)N1CCN(CC1)C1=CC=C(C=C1)Cl 1-(4-methoxyphenyl)-4-(4-chlorophenyl)piperazine